N1N=CC(=C1)C=1C=CC2=C(C1)COC1=NC(=CC=C12)N1CCC12CNCCC2 1-[8-(1H-pyrazol-4-yl)-6H-isochromeno[3,4-b]pyridin-3-yl]-1,6-diazaspiro[3.5]nonane